N=1C(N=CC=2C1SC(C2)=O)=O thieno[2,3-d]pyrimidine-2,6-dione